2-(4-chloro-3-pyridinyl)acetic acid ClC1=C(C=NC=C1)CC(=O)O